N(O)=C(C(=O)N)C1=CC=CC=C1 α-oximinophenylacetamide